C(C1=CC=CC=C1)N1N=CC2=C(C1=O)N(C1=C2SC(=N1)C(C1=NC=CC=C1)S(=O)(=O)C1=CC=CC=C1)C=1SC=CN1 6-benzyl-2-((benzenesulfonyl)(pyridin-2-yl)methyl)-4-(thiazol-2-yl)-4H-thiazolo[5',4':4,5]Pyrrolo[2,3-d]Pyridazin-5(6H)-one